N1C(=NC2=C1C=CC=C2)C2CCN(CC2)C(=O)C2=CC=C(C=C2)C2=CC=C(C=C2)OC(F)(F)F (4-(1H-benzo[d]imidazol-2-yl)piperidin-1-yl)(4'-(trifluoromethoxy)-[1,1'-biphenyl]-4-yl)methanone